1-(4-chlorobenzyl)-3-(6-((4-methyl-2-phenylpiperazin-1-yl)methyl)spiro[3.3]heptan-2-yl)urea ClC1=CC=C(CNC(=O)NC2CC3(C2)CC(C3)CN3C(CN(CC3)C)C3=CC=CC=C3)C=C1